6-(6-(difluoromethyl)imidazo[1,2-b]pyridazin-3-yl)-N-((3S,4S)-4-fluoropyrrolidin-3-yl)pyridin-2-amine FC(C=1C=CC=2N(N1)C(=CN2)C2=CC=CC(=N2)N[C@H]2CNC[C@@H]2F)F